FC1(CCC(CC1)(C)C1=C(C=C(C=N1)N)F)F 6-(4,4-Difluoro-1-methylcyclohexyl)-5-fluoropyridin-3-amine